C(\C=C\CCC)(=O)O.OCC[N+](C)(C)C choline trans-2-hexenoic acid